BrCC(C(Br)(Br)OP(=O)(OC(C(CBr)(C)C)(Br)Br)OC(C(CBr)(C)C)(Br)Br)(C)C tris-(tribromoneopentyl)-phosphate